4-hydroxy-2-mercapto-6-(trifluoromethyl)pyrimidinedecantrithiol OC1=NC(NC(=C1)C(F)(F)F)(CCCCCCCCCC(S)(S)S)S